C(OC(CC(C)(OOC(C)(C)CC)C)C)(OC(CC(C)(OOC(C)(C)CC)C)C)=O di[1,3-dimethyl-3-(t-amylperoxy)butyl] carbonate